2-(benzyloxy)-4-(difluoromethyl)-6-hydroxybenzoic acid C(C1=CC=CC=C1)OC1=C(C(=O)O)C(=CC(=C1)C(F)F)O